N-{4-[2-(2,6-dichloro-4-fluorophenyl)acetamido]pyridin-2-yl}-N-(3-fluorophenyl)acetamide ClC1=C(C(=CC(=C1)F)Cl)CC(=O)NC1=CC(=NC=C1)N(C(C)=O)C1=CC(=CC=C1)F